FC1=CC=C(OC=2C=CC(=NC2)NC([C@H](C)N2C[C@@H](N(CC2)C(=O)C2=CNC(C=C2)=O)C)=O)C=C1 (S)-N-(5-(4-fluorophenoxy)pyridin-2-yl)-2-((S)-3-methyl-4-(6-oxo-1,6-dihydropyridine-3-carbonyl)piperazin-1-yl)propanamide